COCOC=1C=C(C=CC1B1OC(C(O1)(C)C)(C)C)C1=CC=2N(C=C1)N=C(C2)C 5-[3-(Methoxymethoxy)-4-(4,4,5,5-tetramethyl-1,3,2-dioxaborolan-2-yl)phenyl]-2-methylpyrazolo[1,5-a]pyridine